1-(2-amino-4-bromophenyl)ethanone tert-butyl-(3S)-3-(((2-(2,6-dioxo-1-((2-(trimethylsilyl)ethoxy)methyl)piperidin-3-yl)-1-oxoisoindolin-5-yl)oxy)methyl)morpholine-4-carboxylate C(C)(C)(C)OC(=O)N1[C@@H](COCC1)COC=1C=C2CN(C(C2=CC1)=O)C1C(N(C(CC1)=O)COCC[Si](C)(C)C)=O.NC1=C(C=CC(=C1)Br)C(C)=O